2,3,4,5,6-Pentafluorophenyl 5-[(diethoxyphosphoryl) carbonyl]-1-benzothiophene-2-carboxylate C(C)OP(=O)(OCC)C(=O)C=1C=CC2=C(C=C(S2)C(=O)OC2=C(C(=C(C(=C2F)F)F)F)F)C1